FC(C1=C(C(=CC=C1)C(F)(F)F)COC=1C=CC(=NC1)N1C(N(C(C1)=O)COCC[Si](C)(C)C)=O)(F)F 1-(5-{[2,6-bis(trifluoromethyl)phenyl]methoxy}pyridin-2-yl)-3-{[2-(trimethylsilyl)ethoxy]methyl}imidazolidine-2,4-dione